N1NC(C=2C(C(C3=C(C12)C=CC=C3)=O)=O)=O 1H-benzo[g]indazol-3,4,5(2H)-trione